4-(3-amino-5-fluoropyridin-2-yl)-N-(5-chloro-6-(2H-1,2,3-triazol-2-yl)pyridin-3-yl)-5-cyclopropyl-2-methylbenzamide NC=1C(=NC=C(C1)F)C1=CC(=C(C(=O)NC=2C=NC(=C(C2)Cl)N2N=CC=N2)C=C1C1CC1)C